5-amino-N3-(5-(2-(4-chloro-3-fluorophenyl)acetamido)-2-fluoropyridin-3-yl)-1-isopropyl-1H-pyrazole-3,4-dicarboxamide NC1=C(C(=NN1C(C)C)C(=O)NC=1C(=NC=C(C1)NC(CC1=CC(=C(C=C1)Cl)F)=O)F)C(=O)N